(R)-2-methyl-4-((1-(4-(2-((methylamino)methyl)phenyl)thiophen-2-yl)ethyl)amino)-6-morpholinophthalazin-1(2H)-one CN1C(C2=CC=C(C=C2C(=N1)N[C@H](C)C=1SC=C(C1)C1=C(C=CC=C1)CNC)N1CCOCC1)=O